N[C@@H]1C[C@H](CC1)NC1=C2C(=NC=3N1N=CC3Br)C3(CCCC3)[C@H](C2)CO ((S)-8-(((1S,3S)-3-aminocyclopentyl)amino)-3-bromo-6,7-dihydrospiro[cyclopenta[d]pyrazolo[1,5-a]pyrimidine-5,1'-cyclopentan]-6-yl)methanol